C(C1=CC=CC=C1)N(CCC(=O)OC)CCC(=O)OC Dimethyl 3,3'-(benzylazanediyl)dipropanoate